C1(CCCC1)C1=C(C=NC=2N1N=CC2)NC(=O)NC=2C=NC(=C(C2)C)C2=NOC(=N2)CCCCCO N-(7-Cyclopentylpyrazolo[1,5-a]pyrimidin-6-yl)-N'-{6-[5-(5-hydroxypentyl)-1,2,4-oxadiazol-3-yl]-5-methylpyridin-3-yl}urea